Di-tert-butyl {[(tert-butoxycarbonyl)amino]methyl}malonate C(C)(C)(C)OC(=O)NCC(C(=O)OC(C)(C)C)C(=O)OC(C)(C)C